1-methyl-5-(2-methyl-4-nitrophenyl)-2,3,4,7-tetrahydro-1H-azepine CN1CCCC(=CC1)C1=C(C=C(C=C1)[N+](=O)[O-])C